FC(C1=C(C=CC=C1C)C=1CCCC2=C(C1C1=CC=C(C=C1)C=C1CN(C1)CCCF)C=CC(=C2)C(=O)O)F 8-(2-(difluoromethyl)-3-methylphenyl)-9-(4-((1-(3-fluoropropyl)azetidin-3-ylidene)methyl)phenyl)-6,7-dihydro-5H-benzo[7]annulene-3-carboxylic acid